N1=C(N=C2N=CNC2=C1N)C=O adeninealdehyde